ClC1=NC(=NC(=C1)[Sn](CCCC)(CCCC)CCCC)NC1=NN(C=C1)C chloro-N-(1-methyl-1H-pyrazol-3-yl)-6-(tributylstannyl)pyrimidin-2-amine